FC1(CN(C1)CCN1C(NC2=NC=C(C=C21)C2=CC(=CC=C2)C(F)(F)F)=O)F 1-[2-(3,3-difluoroazetidin-1-yl)ethyl]-6-[3-(trifluoromethyl)phenyl]-3H-imidazo[4,5-b]pyridin-2-one